C(C)(C)(C)OC(=O)N1CC=2CN(CC2C1)C(CC1=CC=NC=C1)=O 5-[2-(pyridin-4-yl)acetyl]-1H,2H,3H,4H,5H,6H-pyrrolo[3,4-c]pyrrole-2-carboxylic acid tert-butyl ester